3-(methoxymethyl)-1-tritylaziridine-2-carboxylic acid COCC1C(N1C(C1=CC=CC=C1)(C1=CC=CC=C1)C1=CC=CC=C1)C(=O)O